methylenedioxybenzylcarboxyamide C1OC(C2=C(C=CC=C2)O1)[N-]C(=O)O